1-[8-(6-methylpyridazin-3-yl)-3,8-diazabicyclo[3.2.1]octan-3-yl]-3-({[1,2,4]triazolo[1,5-a]pyridin-8-yl}methoxy)propan-1-one CC1=CC=C(N=N1)N1C2CN(CC1CC2)C(CCOCC=2C=1N(C=CC2)N=CN1)=O